C(C)(C)(C)C=1N(C2=CC=CC=C2C1C(=O)C=1SC=C(N1)C(C#N)N)C(=O)OC[C@H](C1=CC(=C(C=C1)Cl)C1=NC=NN1C(F)F)N (S)-2-amino-2-(4-chloro-3-(1-(difluoromethyl)-1H-1,2,4-triazol-5-yl)phenyl)ethan-1-ol tert-butyl-3-(4-(amino(cyano)methyl)thiazole-2-carbonyl)-1H-indole-1-carboxylate